5-carbamoyl-6-(4-phenoxyphenyl)-3',6'-dihydro-[2,4'-bipyridine]-1'(2'H)-carboxylic acid tert-butyl ester C(C)(C)(C)OC(=O)N1CCC(=CC1)C1=NC(=C(C=C1)C(N)=O)C1=CC=C(C=C1)OC1=CC=CC=C1